CC(C#N)(C)N1C(N(C2=C(C1=O)C(=C(S2)C=2OC=CN2)C)C[C@H](OC(C)C)C2=CC=CC=C2)=O 2-methyl-2-[5-methyl-6-(1,3-oxazol-2-yl)-2,4-dioxo-1-[(2R)-2-phenyl-2-(propan-2-yloxy)ethyl]-1H,2H,3H,4H-thieno[2,3-d]pyrimidin-3-yl]propionitrile